CC(C(=O)NC=1SC=C(N1)[C@@H]1N(CCC1)C1=CC=CC=C1)COC1=CC=NC=C1 2-methyl-N-(4-((R)-1-phenylpyrrolidin-2-yl)thiazol-2-yl)-3-(pyridin-4-yloxy)propanamide